BrC=1C=C2C(=NC1C(=O)O)NN=C2 5-bromo-1H-pyrazolo[3,4-b]pyridine-6-carboxylic acid